C(C(C)=CCC[C@@H](C)[C@H]1CC[C@H]2C3=CC=C4CCCC[C@]4(C)[C@H]3CC[C@]12C)O 5,7,24-cholestatrienol